F[C@H]1C[C@H](N2N=C(N=C21)C=O)C2=CC=CC=C2 |r| rac-(5s,7s)-7-fluoro-5-phenyl-6,7-dihydro-5H-pyrrolo[1,2-b][1,2,4]triazole-2-carbaldehyde